tertiary butyl 9-(4-((5-chloro-4-((2-(N-methylmethylsulfonamido)phenyl)amino)pyrimidin-2-yl)amino)-3-methoxyphenyl)-3,9-diazaspiro[5.5]undecan-3-carboxylate ClC=1C(=NC(=NC1)NC1=C(C=C(C=C1)N1CCC2(CCN(CC2)C(=O)OC(C)(C)C)CC1)OC)NC1=C(C=CC=C1)N(S(=O)(=O)C)C